4-bromo-5-(oxetan-3-yl)-1,2-dihydroindazol-3-one BrC1=C2C(NNC2=CC=C1C1COC1)=O